C1(CCC(N1OC(=O)N1C(C=CC=C1)SSC(C1=CC=CC=C1)C)=O)=O N-succinimidyl-oxycarbonyl-alpha-methyl-alpha-(2-pyridyl-dithio)toluene